(R)-2-fluoro-4-isobutyl-6-(3-(methoxymethyl)-4-(pyridazin-3-ylmethyl)piperazin-1-yl)benzonitrile FC1=C(C#N)C(=CC(=C1)CC(C)C)N1C[C@@H](N(CC1)CC=1N=NC=CC1)COC